4-[4-cyano-2-({[(1R,2R)-6'-(methylcarbamoyl)-2',3'-dihydrospiro[cyclopropan-1,1'-inden]-2-yl]carbonyl}amino)phenyl]butanoic acid C(#N)C1=CC(=C(C=C1)CCCC(=O)O)NC(=O)[C@@H]1C[C@]12CCC1=CC=C(C=C21)C(NC)=O